C(CCC)C=1NC2=CC=CC=C2C(C1)=O 2-butyl-4(1H)-quinolone